FC1=C(C=C(C(=C1)C(F)(F)F)F)NS(=O)(=O)C1=CNC(=C1)C1=NSC=C1 N-[2,5-difluoro-4-(trifluoromethyl)phenyl]-5-isothiazol-3-yl-1H-pyrrole-3-sulfonamide